C[Si]([Si](C1C=CC2=C(C=3CCCC3C=C12)C1=CC=CC=C1)(C)C)(C1C=C(C=C1)CC(C)(C)C)C 1,1,2,2-tetramethyl-1-(3-neopentylcyclopenta-2,4-dien-1-yl)-2-(4-phenyl-1,5,6,7-tetrahydro-s-indacen-1-yl)disilane